C1(=CC=CC2=CC=CC=C12)C=1C=C(C=C2C=3C=C(C(=CC3C3=C(C(=CC=C3C12)OCCCCC)OCCCCC)OCCCCC)OCCCCC)OCCCCC 8-(naphthalen-1-yl)-2,3,6,11,12-pentakis(pentyloxy)triphenylene